(3S,3aS,6aR)-2-[(2S)-2-[(6-fluoropyrimidin-4-yl)amino]-3,3-dimethyl-butanoyl]-N-[[(3S)-2-oxopyrrolidin-3-yl]methyl]-3,3a,4,5,6,6a-hexahydro-1H-cyclopenta[c]pyrrole-3-carbohydrazide FC1=CC(=NC=N1)N[C@H](C(=O)N1C[C@H]2[C@@H]([C@H]1C(=O)N(N)C[C@H]1C(NCC1)=O)CCC2)C(C)(C)C